2-(2-(4-(2-(4-hydroxy-4-methylpiperidin-1-yl)-2-oxoethoxy)phenyl)-1H-benzimidazol-5-yl)-5-(piperidin-1-yl)isoindolin-1-one OC1(CCN(CC1)C(COC1=CC=C(C=C1)C1=NC2=C(N1)C=CC(=C2)N2C(C1=CC=C(C=C1C2)N2CCCCC2)=O)=O)C